FC(C(=O)O)(F)F.C1(CC1)[C@H](C)N1C(C2=C(C=C(C=C2C1)C1=CN=NC(=C1)C1=CC(=NN1)C)S(=O)(=O)C)=O (S)-2-(1-Cyclopropylethyl)-5-(6-(3-methyl-1H-pyrazol-5-yl)pyridazin-4-yl)-7-(methylsulfonyl)isoindolin-1-one, trifluoroacetate salt